(S)-N-(7-((3-hydroxyazetidin-3-yl)ethynyl)-5-methyl-4-oxo-2,3,4,5-tetrahydrobenzo[b][1,4]oxazepin-3-yl)-4-phenoxypicolinamide OC1(CNC1)C#CC1=CC2=C(OC[C@@H](C(N2C)=O)NC(C2=NC=CC(=C2)OC2=CC=CC=C2)=O)C=C1